[1-[3-amino-6-(2-hydroxyphenyl)pyridazin-4-yl]-4-phenyl-4-piperidyl]-(4-amino-1-piperidyl)methanone NC=1N=NC(=CC1N1CCC(CC1)(C1=CC=CC=C1)C(=O)N1CCC(CC1)N)C1=C(C=CC=C1)O